2-[6-[(4-cyclopropylsulfonylphenyl)methyl]-2-azaspiro[3.3]heptane-2-carbonyl]-2,5-diazaspiro[3.4]octan-6-one C1(CC1)S(=O)(=O)C1=CC=C(C=C1)CC1CC2(CN(C2)C(=O)N2CC3(C2)NC(CC3)=O)C1